ethyl 2-bromo-2-fluoroacetate BrC(C(=O)OCC)F